C(C)[C@@H]1CC2=C(NC3=CC=CC=C23)[C@H](N1C1COCC1)C1=C(C=C(C=C1F)/C=C/C(=O)O)F (E)-3-(4-((1r,3r)-3-ethyl-2-(tetrahydrofuran-3-yl)-2,3,4,9-tetrahydro-1H-pyrido[3,4-b]indol-1-yl)-3,5-difluorophenyl)acrylic acid